C(C)(C)OC(NC(=O)C1=C(SC=C1)NC(C1=CC=C(C=C1)C(=O)N1CCCCC1)=O)=O 2-(4-(piperidine-1-carbonyl)benzamido)thiophene-3-carbonyl-carbamic acid isopropyl ester